methanesulfonic acid [2-[3-[2-[1-[2-[3,5-bis(difluoromethyl) pyrazol-1-yl] acetyl]-4-piperidinyl] thiazol-4-yl]-4,5-dihydroisoxazol-5-yl]-3-chloro-phenyl] ester FC(C1=NN(C(=C1)C(F)F)CC(=O)N1CCC(CC1)C=1SC=C(N1)C1=NOC(C1)C1=C(C=CC=C1Cl)OS(=O)(=O)C)F